C(=CCCCCCCCCCCCCCCCC)N1C(=C(C(C=C1)=O)OCC1=CC=C(C=C1)O)CC N-octadecenyl-2-ethyl-3-(4-hydroxybenzyloxy)-pyridin-4-one